2-(5-Phenylpent-4-yn-1-yl)malonic acid C1(=CC=CC=C1)C#CCCCC(C(=O)O)C(=O)O